C(C)(C)C1CCC(CC1)C(C)O 1-(4-Isopropylcyclohexyl)ethan-1-ol